FC1=C(OC2=C3C(=NC=C2)N(C=C3C(=C)C)COCC[Si](C)(C)C)C(=CC(=C1)[N+](=O)[O-])F 4-(2,6-difluoro-4-nitrophenoxy)-3-(prop-1-en-2-yl)-1-{[2-(trimethylsilyl)ethoxy]methyl}-1H-pyrrolo[2,3-b]pyridine